COC=1C(=NC=CC1)C1=NC=CC=C1 methoxybipyridine